COC(C1=CC(=CC=C1)C1CCNCC1)=O 3-piperidin-4-yl-benzoic acid methyl ester